2-((3RS,4RS)-4-(((5-fluoro-6-((S)-3-(4-(trifluoromethyl)phenyl)morpholino)pyrimidin-4-yl)amino)methyl)-3-hydroxypiperidin-1-yl)acetamide FC=1C(=NC=NC1N1[C@H](COCC1)C1=CC=C(C=C1)C(F)(F)F)NC[C@@H]1[C@H](CN(CC1)CC(=O)N)O |&1:25,26|